C(C)(C)(C)OC1=NC(=CC(=C1)O)N1C(CN(CC1)S(=O)(=O)C)C(F)(F)F 2-tert-butoxy-6-[4-methylsulfonyl-2-(trifluoromethyl)piperazin-1-yl]pyridin-4-ol